Cl.N[C@@H]1[C@@H](CCC1)O (1r,2s)-2-aminocyclopentane-1-ol hydrochloride